C(#N)[C@H](CC1=CC=C(C=C1)C=1C=CC2=C(N(C(O2)=O)C)C1)NC(=O)[C@H]1OCC2(CCO2)CNC1 (7S)-N-[(1S)-1-cyano-2-[4-(3-methyl-2-oxo-2,3-dihydro-1,3-benzoxazol-5-yl)phenyl]ethyl]-1,6-dioxa-9-azaspiro[3.6]decane-7-carboxamide